C(CCCCCO)CCCC/C=C/C(=O)O The molecule is an omega-hydroxy fatty acid that is tridecanoic acid that has been dehydrogenated to introduce a trans double bond at the 2-3 position and in which one of the hydrogens attached to the terminal methyl group is replaced by a hydroxy group. It is an omega-hydroxy fatty acid, a long-chain fatty acid, an alpha,beta-unsaturated monocarboxylic acid, a straight-chain fatty acid and a hydroxy monounsaturated fatty acid.